NC1=NC=CC=C1C1=NC=2C(=NC(=CC2)C2=CC=CC=C2)N1C1=CC=C(CNC(C2=NC=C(C=C2)C#N)=O)C=C1 N-(4-(2-(2-Aminopyridin-3-yl)-5-phenyl-3H-imidazo[4,5-b]pyridin-3-yl)benzyl)-5-cyanopicolinamide